ClC=1C=CC(=C(CN2C=NC(=C2)NC([C@H](C)N2C[C@@H](C(CC2)(F)F)C2=CC=[N+](C=C2)[O-])=O)C1)F 4-((S)-1-((S)-1-((1-(5-chloro-2-fluorobenzyl)-1H-imidazol-4-yl)amino)-1-oxopropan-2-yl)-4,4-difluoropiperidin-3-yl)pyridine 1-oxide